N(=[N+]=[N-])C1SCCC1 azidothiolane